6-(2-Bromo-6-chlorophenyl)-2-((3-bromo-5-methyl-4-(4-methylpiperazin-1-yl)phenyl)amino)-8,9-dihydroimidazo[1,2-a]pyrimido[5,4-e]pyrimidin-5(6H)-one BrC1=C(C(=CC=C1)Cl)N1C=2N(C3=C(C1=O)C=NC(=N3)NC3=CC(=C(C(=C3)C)N3CCN(CC3)C)Br)CCN2